C(#N)/C(/C(=O)N[C@H](C)C1=CC(=C(C=C1)OC)OC)=C\C1=CNC2=NC=C(C=C21)C=2N=CN(C2)C (R,E)-2-cyano-N-(1-(3,4-dimethoxyphenyl)ethyl)-3-(5-(1-methyl-1H-imidazol-4-yl)-1H-pyrrolo[2,3-b]pyridin-3-yl)acrylamide